C(C)OCC=1C=C2NC=3C=CC(=CC3C(C2=CC1)(C)C)CN1CCS(CC1)(=O)=O 4-((6-(ethoxymethyl)-9,9-dimethyl-9,10-dihydroacridin-2-yl)methyl)thiomorpholine 1,1-dioxide